FC(C1=NN=C(O1)C1=CC(NN=C1)=O)F 5-(5-(difluoromethyl)-1,3,4-oxadiazol-2-yl)pyridazine-3(2H)-On